FC1=C(C=CC(=C1)O)C1=C(C2=C(CCC1)C=C(C=C2)O)C2=CC=C(C=C2)O[C@@H]2CN(CC2)CCCF 6-(2-fluoro-4-hydroxy-phenyl)-5-[4-[(3S)-1-(3-fluoropropyl)pyrrolidin-3-yl]oxyphenyl]-8,9-dihydro-7H-benzo[7]annulen-2-ol